O=C1NC(=NC2=CC=CC=C12)CN1CCN(CC1)C(=O)NC1=C(C=CC=C1)C(F)(F)F 4-((4-oxo-3,4-dihydroquinazolin-2-yl)methyl)-N-(2-trifluoromethylphenyl)piperazine-1-carboxamide